Hexdecene C=CCCCCCCCCCCCCCC